BrC=1C(=NOC1)OCC1=C(C=C(C#N)C=C1)F 4-(((4-Bromoisoxazol-3-yl)oxy)methyl)-3-fluorobenzonitrile